trans-(rac)-2-((4-(4-(4-Chlorophenyl)-5-((methylsulfinyl)methyl)-4H-1,2,4-triazol-3-yl)cyclohexyl)oxy)pyridin ClC1=CC=C(C=C1)N1C(=NN=C1C[S@](=O)C)[C@@H]1CC[C@H](CC1)OC1=NC=CC=C1 |&1:13|